C(=CC)P(O)(O)=O prop-1-enyl-phosphonic acid